BrC1=CC(=C(C(=C1)C)C#CC1=CC(=C(N)C(=C1)C)F)F 4-[(4-bromo-2-fluoro-6-methylphenyl)ethynyl]-2-fluoro-6-methylaniline